2-[4-tert-butyl-2-(4-fluoro-2-methoxy-phenoxy)-6-methyl-phenyl]-5-(1,2-dihydroxyethyl)-1H-1,6-naphthyridin-4-one C(C)(C)(C)C1=CC(=C(C(=C1)C)C=1NC2=CC=NC(=C2C(C1)=O)C(CO)O)OC1=C(C=C(C=C1)F)OC